FC=1C=C2C(N(C=NC2=CC1C1=NC=C(C=N1)C(F)(F)F)CC[C@@H]1[C@H](CC1)NC=1C=NNC(C1C(F)(F)F)=O)=O 6-fluoro-3-[2-[(1R,2S)-2-[[6-oxo-5-(trifluoromethyl)-1H-pyridazin-4-yl]amino]cyclobutyl]ethyl]-7-[5-(trifluoromethyl)pyrimidin-2-yl]quinazolin-4-one